Cl.Cl.FC(C1=CC=CC2=C1N(C=N2)CCC[C@H]2NCCC[C@@H]2O)(F)F (2R,3S)-2-(3-(7-(trifluoromethyl)-1H-benzo[d]imidazol-1-yl)propyl)piperidin-3-ol dihydrochloride